(R)-2-((6-((R)-3-(aminomethyl)-3-hydroxypyrrolidin-1-yl)-3,5-dicyano-4-ethylpyridin-2-yl)thio)-2-phenylacetamide hydrochloride Cl.NC[C@]1(CN(CC1)C1=C(C(=C(C(=N1)S[C@@H](C(=O)N)C1=CC=CC=C1)C#N)CC)C#N)O